2-(5-bromo-2-methylpyridin-3-yl)acetic acid BrC=1C=C(C(=NC1)C)CC(=O)O